1-butyl-2-methyl-imidazolium bisulfate S([O-])(O)(=O)=O.C(CCC)N1C(=[NH+]C=C1)C